B(C1=CC=C(C=C1)OC2=CC=CC=C2)(O)O Phenoxyphenylboronic acid